ClC=1C=CC=2N=CN=C(C2N1)NC1=NC=C(C(=C1)Cl)OC1=CC=CC=C1 6-chloro-N-(4-chloro-5-phenoxypyridin-2-yl)pyrido[3,2-d]pyrimidin-4-amine